5-(2-{[2-(4-fluorophenyl)-2-methylpropyl]amino}pyrimidin-5-yl)pyridine-3-carbonitrile FC1=CC=C(C=C1)C(CNC1=NC=C(C=N1)C=1C=C(C=NC1)C#N)(C)C